Zinc barium zinc oxysulfide zinc [Zn].O=S.[Zn].[Ba].[Zn]